BrC1=CC=C(C(=N1)C(C)N(C[C@H](O)C1CC1)CC1=CC=C(C=C1)OC)F (1R)-2-{[1-(6-bromo-3-fluoropyridin-2-yl)ethyl](4-methoxybenzyl)amino}-1-cyclopropylethanol